1-methylperfluorofluorene CC1=C(C(=C(C=2C3=C(C(=C(C(=C3C(C12)(F)F)F)F)F)F)F)F)F